2-fluoro-6-methoxybenzene FC1=CC(=CC=C1)OC